2-(1-{2-[5-(1-cyclobutylpiperidin-4-yl)-1H-indazol-3-yl]pyrimidin-4-yl}-1H-pyrazole-4-yl)ethanol C1(CCC1)N1CCC(CC1)C=1C=C2C(=NNC2=CC1)C1=NC=CC(=N1)N1N=CC(=C1)CCO